C1=CC=CC=2C3=CC=CC=C3N(C12)C[C@H](CN1C([C@H](CC1)F)=O)O (S)-1-((R)-3-(9H-carbazol-9-yl)-2-hydroxypropyl)-3-fluoropyrrolidin-2-one